2-(2-oxoimidazolidin-1-yl)acetic acid O=C1N(CCN1)CC(=O)O